OC(C)(C)C1=CC=CC2=CC=CC=C12 1-(α-hydroxyisopropyl)naphthalene